1-[4-(4-benzoylphenylthio)phenyl]2-methyl-2-(4-methylphenylsulfonyl)propan-1-one tert-butyl-4-(2-methoxypropan-2-yl)-2,2-dimethyl-1,3-oxazolidine-3-carboxylate C(C)(C)(C)OC(=O)N1C(OCC1C(C)(C)OC)(C)C.C(C1=CC=CC=C1)(=O)C1=CC=C(C=C1)SC1=CC=C(C=C1)C(C(C)(S(=O)(=O)C1=CC=C(C=C1)C)C)=O